C(C)(C)(C)C=1C=C(CCC(=O)OCCOCCOCCOC(CCC2=CC(=C(C(=C2)C)O)C(C)(C)C)=O)C=C(C1O)C ethylenebis(oxyethylene) bis(3-tert-butyl-4-hydroxy-5-methylhydrocinnamate)